4-(3-ethyl-4-((4-methoxybenzyl)amino)-1-methyl-1H-pyrazolo[3,4-d]pyrimidin-6-yl)benzonitrile C(C)C1=NN(C2=NC(=NC(=C21)NCC2=CC=C(C=C2)OC)C2=CC=C(C#N)C=C2)C